tert-butyl (4-(7-fluoro-3-neopentyl-4-oxo-3,4-dihydroquinazolin-2-yl)butyl)(methyl)carbamate FC1=CC=C2C(N(C(=NC2=C1)CCCCN(C(OC(C)(C)C)=O)C)CC(C)(C)C)=O